C(C)(=O)O[C@H]1C[C@@](O[C@H]([C@@H]1NC(COC(C)=O)=O)[C@@H]([C@@H](CNC(CC1=CC=C(C=C1)Cl)=O)OC(C)=O)OC(C)=O)(C(=O)OC)OCCCCCC(=O)O 6-(((2R,4S,5R,6R)-4-acetoxy-5-(2-acetoxyacetamido)-6-((1R,2R)-1,2-diacetoxy-3-(2-(4-chlorophenyl)acetamido)propyl)-2-(methoxycarbonyl)tetrahydro-2H-pyran-2-yl)oxy)hexanoic acid